7-(3-methylbenzyl)-4-(4-methoxybenzyl)-6,7,8,9-tetrahydroimidazo[1,2-a]pyrido[3,4-e]pyrimidin-5(4H)-one CC=1C=C(CN2CC=3C(N(C=4N(C3CC2)C=CN4)CC4=CC=C(C=C4)OC)=O)C=CC1